5-oxovaleramide O=CCCCC(=O)N